(5-(Pyrimidin-4-yl)isochroman-1-yl)methanamine hydrochloride salt Cl.N1=CN=C(C=C1)C1=C2CCOC(C2=CC=C1)CN